NC(CC1=C(C=C(C(=C1)OC)C)OC)CC 2-amino-1-(2,5-dimethoxy-4-methylphenyl)-butane